L-Carnitin Tartrat C(=O)(O)C(O)C(O)C(=O)O.O[C@@H](C[N+](C)(C)C)CC([O-])=O